C1(CCCCC1)CNC(OC1=CC(=CC=C1)C=1C=NC=C(C1)C1=NC=NN1COCC[Si](C)(C)C)=O 3-(5-(1-((2-(trimethylsilyl)ethoxy)methyl)-1H-1,2,4-triazol-5-yl)pyridin-3-yl)phenyl (cyclohexylmethyl)carbamate